4-chloro-N-[5-(2,6-difluoro-4-methoxyphenyl)-1-methyl-2-(5-methylpyridin-2-yl)-3-oxo-2,3-dihydro-1H-pyrazol-4-yl]benzamide ClC1=CC=C(C(=O)NC=2C(N(N(C2C2=C(C=C(C=C2F)OC)F)C)C2=NC=C(C=C2)C)=O)C=C1